BrC1=CC=C2C(C(=NN(C2=C1)C(C)C)CC(=O)NC1=CC2=C(N(C(N2)=O)C)C=C1)=O 2-(7-bromo-1-isopropyl-4-oxo-1,4-dihydrocinnolin-3-yl)-N-(1-methyl-2-oxo-2,3-dihydro-1H-benzo[d]imidazol-5-yl)acetamide